N-[(3R)-1-{2-[1-(cyclopropylmethyl)-1H-pyrrolo[2,3-b]pyridin-2-yl]-1-methyl-1H-1,3-benzodiazol-5-carbonyl}piperidin-3-yl]prop-2-enamide C1(CC1)CN1C(=CC=2C1=NC=CC2)C2=NC1=C(N2C)C=CC(=C1)C(=O)N1C[C@@H](CCC1)NC(C=C)=O